6,7-dimethoxy-4-(piperazin-1-yl)quinoline COC=1C=C2C(=CC=NC2=CC1OC)N1CCNCC1